COC1=CC=C2NC=C(CCN(CC)CC)C2=C1 5-methoxy-N,N-diethyltryptamine